C(C=C)(=O)OC1=C(C=CC=C1)C.C(C=C)(=O)OC1=C(C=CC=C1)C ditolyl diacrylate